2-[[7-(2-amino-1,3-benzothiazol-4-yl)-6-chloro-8-fluoro-4-piperazin-1-yl-quinazolin-2-yl]amino]-1-thiazol-5-yl-ethanol NC=1SC2=C(N1)C(=CC=C2)C2=C(C=C1C(=NC(=NC1=C2F)NCC(O)C2=CN=CS2)N2CCNCC2)Cl